calcium carbonate salt C([O-])([O-])=O.[Ca+2]